4-(2-chlorophenoxy)aniline 3-(2,3-difluorophenyl)-5-bromobenzoate FC1=C(C=CC=C1F)C=1C=C(C(=O)O)C=C(C1)Br.ClC1=C(OC2=CC=C(N)C=C2)C=CC=C1